ClC1=CC=C(C=C1)C1=C(CC2(CC2)CC1)CN1C(CN(CC1)C1=C(C(=O)NS(=O)(=O)C2=CC(=C(C=C2)NCC2CCOCC2)[N+](=O)[O-])C=CC=C1)C (4-((6-(4-chlorophenyl)spiro[2.5]oct-5-en-5-yl)methyl)-3-methylpiperazin-1-yl)-N-((3-nitro-4-(((tetrahydro-2H-pyran-4-yl)methyl)amino)phenyl)sulfonyl)benzamide